[Na].C=C1CC=CC2=CC=CC=C12 methylenenaphthalene sodium